O=C1CC(CON=C2NCCC2)=CC=C1 pyrrolidone-3-oxo-benzyl oxime